COP(=S)(SC1=C(C=CC=C1)CC(=O)[O-])OC ((dimethoxyphosphinothioyl)thio)benzeneacetate